C(C(O)C)(=O)OCCCCCCCCCCCCCCCCCCCC eicosanyl lactate